Pyran-6-carboxylic acid methyl ester COC(=O)C1=CC=CCO1